ClC1=C(C=C(OCC(=O)NC23CC(C2)(C3)C3=CC(=NO3)C3CCC3)C=C1)F 2-(4-chloro-3-fluorophenoxy)-N-(3-(3-cyclobutylisoxazol-5-yl)bicyclo[1.1.1]pent-1-yl)acetamide